6-chloropyridin-3-ol ClC1=CC=C(C=N1)O